OC1=C(C=CC=C1)C=C1C=C(C(C(=C1)C(C)(C)C)=O)C(C)(C)C 4-(2-hydroxyphenyl)methylene-2,6-di-tert-butyl-2,5-cyclohexadiene-1-one